C(C)(C)(C)OC(N(C)[C@H]1CN(CC1)C1=NC=C(C(=N1)OCC)C(NC1=CC=2N(C=C1)N=C(C2)C)=O)=O N-[(3R)-1-[4-ethoxy-5-(2-methylpyrazolo[1,5-a]pyridin-5-ylcarbamoyl)-pyrimidin-2-yl]pyrrolidin-3-yl]-N-methylcarbamic acid tert-butyl ester